CN1N=C(C=C1)C=1C2=C(N=C(N1)N1[C@H](CC1)C)CCC2 (S)-4-(1-methyl-1H-pyrazol-3-yl)-2-(2-methylazetidin-1-yl)-6,7-dihydro-5H-cyclopenta[d]pyrimidine